methyl 4-[4-amino-3-(difluoromethyl)pyrazol-1-yl]benzoate NC=1C(=NN(C1)C1=CC=C(C(=O)OC)C=C1)C(F)F